ClC=1C=C2C(=CN=C(C2=CN1)N1C(CC1)C)C(C)C 6-chloro-4-isopropyl-1-(2-methylazetidin-1-yl)-2,7-naphthyridine